(S)-N-(5-((5-chloro-4-((2-(1-methyl-1H-pyrazol-3-yl)phenyl)amino)pyrimidin-2-yl)amino)-4-Methoxy-2-(methyl(1-methylpyrrolidin-3-yl)amino)phenyl)acrylamide ClC=1C(=NC(=NC1)NC=1C(=CC(=C(C1)NC(C=C)=O)N([C@@H]1CN(CC1)C)C)OC)NC1=C(C=CC=C1)C1=NN(C=C1)C